FC(OC=1C=C(C=C(C1C(=O)N1CC(C1)(C(F)(F)F)O)OC)C1=CN=C2N1C=CC(=C2)C(C#N)(C)C)F 2-[3-[3-(difluoromethoxy)-4-[3-hydroxy-3-(trifluoro-methyl)azetidine-1-carbonyl]-5-methoxy-phenyl]imidazo[1,2-a]pyridin-7-yl]-2-methyl-propanenitrile